2-(tetrahydro-2H-pyran-4-yl)ethanol O1CCC(CC1)CCO